C(C)(C)(C)OC(N(O)C1(C(=NN(C1=O)C)C1=CC=C(C=C1)S(NC)(=O)=O)C)=O N-{1,4-dimethyl-3-[4-(methylsulfamoyl)phenyl]-5-oxo-4,5-dihydro-1H-pyrazol-4-yl}-N-hydroxy-carbamic acid tert-butyl ester